(R)-5-(6-(5-methyl-6,7-dihydro-5H-pyrrolo[2,1-c][1,2,4]triazol-3-yl)pyridin-2-yl)-2-(pyrazin-2-yl)-2,5-dihydro-4H-pyrazolo[3,4-d]pyridazin-4-one C[C@@H]1CCC2=NN=C(N21)C2=CC=CC(=N2)N2N=CC=1C(C2=O)=CN(N1)C1=NC=CN=C1